3-(2-bromophenyl)-2-methyl-1-phenylpropan-2-en-1-one BrC1=C(C=CC=C1)C=C(C(=O)C1=CC=CC=C1)C